C(C)C1NCC(NC1CO)=O 5-ethyl-6-(hydroxymethyl)piperazin-2-one